ClC1=C(C(=CC=C1)Cl)C1=NOC(=C1CN1CCC(CC1)C=1SC2=C(N1)C(=CC(=C2)C(=O)O)OC)C(C)C 2-(1-((3-(2,6-dichlorophenyl)-5-isopropylisoxazol-4-yl)methyl)piperidin-4-yl)-4-methoxybenzo[d]Thiazole-6-carboxylic acid